ferric cyanide potassium [K].[Fe](C#N)(C#N)C#N